N[C@H]1C2N(CC1CC2)C(=O)C=2C=CC=1N(C2)N=C(C1C)C=1N(C2=CC(=CC=C2C1)C=1C=CC(=NC1)C(=O)NC)CC1CC1 5-(2-{6-[(7R)-7-Amino-2-azabicyclo[2.2.1]heptane-2-carbonyl]-3-methylpyrazolo[1,5-a]pyridin-2-yl}-1-(cyclopropylmethyl)-1H-indol-6-yl)-N-methylpyridine-2-carboxamide